3-(azidomethyl)-N-(3-fluorophenyl)-1H-pyrazole-5-amide N(=[N+]=[N-])CC1=NNC(=C1)C(=O)NC1=CC(=CC=C1)F